C(=C)C1CCC(CC1)C1=CC=C(C#N)C=C1 4-(4-vinylcyclohexyl)benzonitrile